2-cyano-3-(cyanomethyl)pyridine 1-oxide C(#N)C1=[N+](C=CC=C1CC#N)[O-]